NC=1C=2C3=C(C(N(C3=CC1)C1C(NC(CC1)=O)=O)=O)C=CC2 3-(6-amino-2-oxo-benzo[cJ]indol-1-yl)piperidine-2,6-dione